C(CCC)N1C2=CC=CC=C2SC=2C=C(C=CC12)C=C1C(C2=CC=CC=C2C1=O)=O ((10-butyl-10H-phenothiazin-3-yl)methylene)-1H-indene-1,3(2H)-Dione